NC1=C2C=CN=C(C2=CC=C1C)NC=1C=C(C#N)C=CC1F 3-((5-amino-6-methylisoquinolin-1-yl)amino)-4-fluorobenzonitrile